2-(2-(2-(2-(2,6-dioxopiperidin-3-yl)-1,3-dioxoisoindolin-4-ylamino)ethoxy)ethyl)piperazin O=C1NC(CCC1N1C(C2=CC=CC(=C2C1=O)NCCOCCC1NCCNC1)=O)=O